6-amino-3-(3-fluoro-4-methylbenzyl)isobenzofuran-1(3H)-one NC1=CC=C2C(OC(C2=C1)=O)CC1=CC(=C(C=C1)C)F